tert-butyl (S)-23-amino-18-(4-aminobutyl)-17,20-dioxo-4,7,10,13-tetraoxa-16,19-diazatricosanoate NCCCC(N[C@H](C(NCCOCCOCCOCCOCCC(=O)OC(C)(C)C)=O)CCCCN)=O